C(CCCCCCCCCCCCCCCCCCC)OP(=O)(OCCCCCCCCCCCCCCCCCCCC)OCCCCCCCCCCCCCCCCCCCC Triarachidylphosphat